5-(dimethylamino)nicotinamide hydrochloride Cl.CN(C=1C=NC=C(C(=O)N)C1)C